N-(4-(1H-indol-3-yl)-5-(trifluoromethyl)pyrimidin-2-yl)-2-(4-(1-propenoyl-1,2,3,6-tetrahydropyridin-4-yl)-1H-pyrazol-1-yl)propanamide N1C=C(C2=CC=CC=C12)C1=NC(=NC=C1C(F)(F)F)NC(C(C)N1N=CC(=C1)C=1CCN(CC1)C(C=C)=O)=O